O1CCC(CC1)OC1=CC=C(CCN2C[C@@H](C([C@@H](C2)O)O)O)C=C1 (3S,4r,5R)-1-(4-((tetrahydro-2H-pyran-4-yl)oxy)phenethyl)piperidine-3,4,5-triol